C(#N)C1=CC=C(C=C1)C1=C(N=C2N1C=C(C=C2)C(=O)O)C2=CC=C(C=C2)C 3-(4-cyanophenyl)-2-(p-tolyl)imidazo[1,2-a]pyridine-6-carboxylic acid